C1(CC1)C(=O)NC1=NN2C(C=C(C=C2)C2=C(C=NN2C)OC[C@H]2CN(CC2)C(=O)OC(C)(C)C)=C1 tert-butyl (R)-3-(((5-(2-(cyclopropanecarboxamido)pyrazolo[1,5-a]pyridin-5-yl)-1-methyl-1H-pyrazol-4-yl)oxy)methyl)pyrrolidine-1-carboxylate